sodium N-carboxyethyl-dithiocarbamic acid C(=O)(O)CCNC(S)=S.[Na]